(R)-(8-nitro-6-sulfamoyl-2,3-dihydrobenzo[b][1,4]dioxin-2-yl)methyl methanesulfonate CS(=O)(=O)OC[C@H]1COC2=C(O1)C(=CC(=C2)S(N)(=O)=O)[N+](=O)[O-]